S(N)(OC[C@@H]1[C@H](C[C@@H](C1)NC1=NC=NC=C1C(=O)C=1SC(=C(C1)C(C)=O)Cl)O)(=O)=O [(1R,2S,4R)-4-({5-[(4-acetyl-5-chloro-2-thienyl)carbonyl]pyrimidin-4-yl}amino)-2-hydroxy cyclopentyl]methyl sulfamate